C(C)(C)(C)OC(=O)NCCCCCCCC(N1CCOCCOCCN(CCOCCOCC1)CC1=NC(=CC=C1)C(=O)OC)C1=CC=CC(=N1)C(=O)OC methyl 6-(8-((tert-butoxycarbonyl)amino)-1-(16-((6-(methoxycarbonyl)pyridin-2-yl)methyl)-1,4,10,13-tetraoxa-7,16-diazacyclooctadecan-7-yl)octyl)picolinate